(l)-3-[2-(2-chloro-5-methoxybenzoyl)-1,2,3,4-tetrahydroisoquinolin-5-yl]-3-(7-methoxy-1-methyl-1H-benzo[d][1,2,3]triazol-5-yl)propionic acid ethyl ester C(C)OC(CC(C1=CC2=C(N(N=N2)C)C(=C1)OC)C1=C2CCN(CC2=CC=C1)C(C1=C(C=CC(=C1)OC)Cl)=O)=O